C12CN(CCC2C1)C1=C(C(=O)NC=2C(N(C=CC2)C2CCC(CC2)(F)F)=O)C=CC(=C1)I 2-(3-azabicyclo[4.1.0]heptan-3-yl)-N-(1-(4,4-difluorocyclohexyl)-2-oxo-1,2-dihydropyridin-3-yl)-4-iodobenzamide